(1H)-pyrimidine-4-carboxamide N1CN=C(C=C1)C(=O)N